COC1=NC=NC(=C1C1=CN(C2=NC(=CC=C21)N)COCC[Si](C)(C)C)OC 3-(4,6-dimethoxypyrimidin-5-yl)-1-[[2-(trimethylsilyl)ethoxy]methyl]pyrrolo[2,3-b]pyridin-6-amine